N-((1S)-1-cyclohexyl-2-((2-(methylcarbamoyl)-2-(2-oxo-4-(tetrahydrofuran-3-yl)imidazolidin-1-yl)-2,3-dihydro-1H-inden-5-yl)amino)-2-oxoethyl)-1-methyl-1H-pyrazole-5-carboxamide C1(CCCCC1)[C@@H](C(=O)NC=1C=C2CC(CC2=CC1)(N1C(NC(C1)C1COCC1)=O)C(NC)=O)NC(=O)C1=CC=NN1C